CC=1C(=NON1)C1=NC2=C(N1CC=1C=CC(=NC1)C#N)C=CC=C2 5-[[2-(4-methyl-1,2,5-oxadiazol-3-yl)benzimidazol-1-yl]methyl]pyridine-2-carbonitrile